C(CC=C)N(S(=O)(=O)C1=CC=C(C=C1)[N+](=O)[O-])CCC=C N,N-bis(but-3-enyl)-4-nitro-benzenesulfonamide